4,4'-isopropylidenebis(2-chlorophenol) C(C)(C)(C1=CC(=C(C=C1)O)Cl)C1=CC(=C(C=C1)O)Cl